((3aR,5S,6aS)-2-(5-(6-ethoxy-1H-pyrazolo[3',4':3,4]pyrazolo[1,5-a]pyridin-4-yl)pyridin-2-yl)-octahydrocyclopenta[c]pyrrol-5-yl)-6-fluorobenzamide C(C)OC=1C=C(C=2N(C1)N=C1C2C=NN1)C=1C=CC(=NC1)N1C[C@@H]2[C@H](C1)CC(C2)C2=C(C(=O)N)C(=CC=C2)F